NC1=C(C=C(C=N1)C1=NN2C(=C1)[C@@]1(CN(CC1)C(=O)NC(C)(C)C1=NC=CC=C1)OCC2)C(F)(F)F (3'R)-2-[6-amino-5-(trifluoromethyl)pyridin-3-yl]-N-[2-(pyridin-2-yl)propan-2-yl]-6,7-dihydrospiro[pyrazolo[5,1-c][1,4]oxazine-4,3'-pyrrolidine]-1'-carboxamide